ethyl 6-bromo-3-methylpyrazine-2-carboxylate BrC1=CN=C(C(=N1)C(=O)OCC)C